6-chloro-2H-pyrazolo[3,4-b]pyridine ClC=1C=CC=2C(N1)=NNC2